3-(xanth-9-yl)propanoic acid C1=CC=CC=2OC3=CC=CC=C3C(C12)CCC(=O)O